C(C)OC(CC(CCCCCCCCC)CCCCCCCC1C(C1)CCCCCCCC)=O 3-(7-(2-Octyl-cyclopropyl)heptyl)dodecanoic acid ethyl ester